6-fluoro-1-phenyl-1,2-dihydro-(4H)-3,1-benzoxazine-4-one FC=1C=CC2=C(C(OCN2C2=CC=CC=C2)=O)C1